bis-octadecyl-pentaerythritol diphosphite OP(O)OP(O)O.C(CCCCCCCCCCCCCCCCC)C(O)(C(CO)(CO)CO)CCCCCCCCCCCCCCCCCC